methyl 5-(5-bromopyridin-2-yl)-3-methylisoxazole-4-carboxylate BrC=1C=CC(=NC1)C1=C(C(=NO1)C)C(=O)OC